FC(N1N=C(C(=C1)F)[S@](=O)(N)=NC(NC1=C2C(=NC3=C1CCC3)CCC2)=O)F (S)-1-(difluoromethyl)-4-fluoro-N'-((1,2,3,5,6,7-hexahydrodicyclopenta[b,e]pyridin-8-yl)carbamoyl)-1H-pyrazole-3-sulfonimidamide